2-(cyclopentylmethoxy)ethan-1-amine C1(CCCC1)COCCN